CC1=C(C(=CC(=C1)B1OC(C(O1)(C)C)(C)C)C)O 2,6-dimethyl-4-(4,4,5,5-tetramethyl-1,3,2-dioxaborolan-2-yl)phenol